C=1N=CN2C1C1=CC=CC=C1[C@@H]2[C@@H]2CCN1C=CC=C1[C@H]2O (7s,8S)-7-((s)-5H-imidazo[5,1-a]isoindol-5-yl)-5,6,7,8-tetrahydroindolizin-8-ol